5-cyano-2-((1-(2-(4,4-dimethylpiperidin-1-yl)-6-methyl-4-oxo-4H-chromen-8-yl)ethyl)amino)benzoic acid C(#N)C=1C=CC(=C(C(=O)O)C1)NC(C)C=1C=C(C=C2C(C=C(OC12)N1CCC(CC1)(C)C)=O)C